1-(3-Chlorophenyl)-3-(methoxymethyl)-6-(2-methyl-1,2,3,4-tetrahydroisoquinolin-7-yl)-1,4,5,6-tetrahydro-7H-pyrazolo[3,4-c]pyridin-7-one ClC=1C=C(C=CC1)N1N=C(C2=C1C(N(CC2)C2=CC=C1CCN(CC1=C2)C)=O)COC